methyl 4-[4-[tert-butoxycarbonyl (cyclopropyl) amino]-1-piperidyl]-3-chloro-2-methoxy-pyrazolo[1,5-a]pyridine-7-carboxylate C(C)(C)(C)OC(=O)N(C1CCN(CC1)C=1C=2N(C(=CC1)C(=O)OC)N=C(C2Cl)OC)C2CC2